COC1CC(C1)CN1[C@H](C[C@@H](CC1)CC1=CC=2N(C=C1)N=CC2N2C(NC(CC2)=O)=O)C 1-(5-(((2S,4R)-1-(((1r,3S)-3-methoxycyclobutyl)methyl)-2-methylpiperidin-4-yl)methyl)pyrazolo[1,5-a]pyridin-3-yl)dihydropyrimidine-2,4(1H,3H)-dione